CC=1C(CC(C(C1)C)C)CC=O 2-(2,4,5-trimethylcyclohex-2-en-1-yl)acetaldehyde